C(=CCCCCCCCCCCCCCCCC)N1C(=C(C(C2=C(C=C(C=C12)OC(=O)C(C)(C)C)OC(=O)C(C)(C)C)=O)OC(=O)C(C)(C)C)C1=CC=C(C=C1)OC(=O)C(C)(C)C N-octadecenyl-2-(4-t-butylcarbonyloxy-phenyl)-3,5,7-tri-t-butylcarbonyloxy-quinolin-4-one